ClC1=CC(=CC(=N1)C=1C=C(C=CC1)CC(C(=O)OC(C)(C)C)(C)C)C(F)(F)F tert-butyl 3-(3-(6-chloro-4-(trifluoromethyl) pyridin-2-yl) phenyl)-2,2-dimethylpropionate